tert-butyl (4aS,9bS)-7-(1-(trifluoromethyl)-1H-pyrazol-4-yl)-3,4,4a,9b-tetrahydrobenzofuro[3,2-b]pyridine-1(2H)-carboxylate FC(N1N=CC(=C1)C1=CC2=C(C=C1)[C@@H]1N(CCC[C@@H]1O2)C(=O)OC(C)(C)C)(F)F